isopropylamine dodecylbenzenesulfonate salt C(CCCCCCCCCCC)OS(=O)(=O)C1=CC=CC=C1.C(C)(C)N